FC(CN1N=CC(=C1)C=1N(C(=C(N1)N1CC=2C=C3C(=CC2C1=O)OC(O3)(F)F)S(=O)(=O)CC)C)F 6-[2-[1-(2,2-difluoroethyl)pyrazol-4-yl]-5-ethylsulfonyl-1-methyl-imidazol-4-yl]-2,2-difluoro-5H-[1,3]dioxolo[4,5-f]isoindol-7-one